N[C@@H](C(C)C)C(=O)N[C@@H](C)C(=O)O L-Valyl-L-alanine